ethyl 2-(2-acetamido-4-(2-formamidophenyl)-4-oxobutanamido)-4-(2-formamidophenyl)-4-oxobutanoate C(C)(=O)NC(C(=O)NC(C(=O)OCC)CC(=O)C1=C(C=CC=C1)NC=O)CC(=O)C1=C(C=CC=C1)NC=O